FC(S(=O)(=O)C1=CC=C(C=C1)CN1CC2(CN(C2)C(=O)N2CC3(C2)NC(COC3)=O)C1)(F)F 2-[6-[[4-(trifluoromethylsulfonyl)phenyl]methyl]-2,6-diazaspiro[3.3]heptane-2-carbonyl]-8-oxa-2,5-diazaspiro[3.5]nonan-6-one